Cl.C(C)(=O)C1=CC(=C(C2=C1C(=C(S2)NCC2=CC=CC=C2)C(=O)O)CN(C)C)O acetyl(benzyl)amino-7-[(dimethylamino)methyl]-6-hydroxy-1-benzothiophene-3-carboxylate hydrochloride